3-Methyl-2-oxo-4-[7-(4-piperidyloxy)heptyl]benzimidazol CN1C(NC2=C1C(=CC=C2)CCCCCCCOC2CCNCC2)=O